FC(N1[C@@H](C[C@@H](CC1)OCC)C1=CC=C(C(=O)O)C=C1)(C1=C2C=CNC2=C(C=C1OC)C)F 4-((2s,4r)-1-(difluoro(5-methoxy-7-methyl-1H-indol-4-yl)methyl)-4-ethoxypiperidin-2-yl)benzoic acid